N1(CCOCC1)C=1C(N(C=CC1)C1=CC=C(C=C1)N1C(CCCC1)=O)=O 3-morpholinyl-1-(4-(2-oxopiperidin-1-yl)phenyl)pyridin-2(1H)-one